ethyl 5-(2-amino-4-chlorophenyl)-2-(4-fluorobenzyl)-1-methyl-1H-imidazole-4-carboxylate NC1=C(C=CC(=C1)Cl)C1=C(N=C(N1C)CC1=CC=C(C=C1)F)C(=O)OCC